FC(CN1[C@@H](C2=CC=C3C(=C2C[C@H]1C)C=NN3)C3=C(C=C(C=C3)NC3CC(C3)(CCCF)Cl)OC)(COC)C N-(4-((6S,8R)-7-(2-fluoro-3-methoxy-2-methylpropyl)-8-methyl-6,7,8,9-tetrahydro-3H-pyrazolo[4,3-f]isoquinolin-6-yl)-3-methoxyphenyl)-1-(3-fluoropropyl)chlorocyclobutan-3-amine